2-[2-(1-pyrrolidinyl)ethoxy]ethyl-N-methyl-amine N1(CCCC1)CCOCCNC